4-amino-N-((4R)-7,8-difluoro-3,4-dihydro-1H-2-benzopyran-4-yl)-7-fluoro-N,1-dimethyl-1H-pyrazolo[4,3-c]quinoline-8-carboxamide NC1=NC=2C=C(C(=CC2C2=C1C=NN2C)C(=O)N(C)[C@H]2COCC1=C2C=CC(=C1F)F)F